N=1NC(NC=2C1[C@H]1CC[C@@H](C2)N1)=O (6S,9R)-2,4,6,7,8,9-hexahydro-3H-6,9-epiminocyclohepta[e][1,2,4]triazin-3-one